5-{2-[2-(1-methyl-1H-indole-4-sulfonamido)phenyl]ethynyl}pyridine-2-carboxylic acid CN1C=CC=2C(=CC=CC12)S(=O)(=O)NC1=C(C=CC=C1)C#CC=1C=CC(=NC1)C(=O)O